O[C@H]1[C@H](CCCC1)CC(=O)OCC |o1:1,2| Ethyl 2-((1R*,2R*)-2-hydroxycyclohexyl)acetate